N-{4-[(3-bromo-1-{[2-(trimethylsilyl)ethoxy]methyl}-1H-pyrrolo[2,3-b]pyridin-4-yl)oxy]-3,5-difluorophenyl}-N'-[(3-fluorooxetan-3-yl)methyl]urea BrC1=CN(C2=NC=CC(=C21)OC2=C(C=C(C=C2F)NC(=O)NCC2(COC2)F)F)COCC[Si](C)(C)C